(Z)-1-(4-amino-2-fluoro-but-2-en-1-yl)-4-(5-(N-cyclopropylsulfamoyl)-2-methoxyphenyl)-1H-benzo[d]imidazole-6-carboxylic acid methyl ester hydrochloride Cl.COC(=O)C=1C=C(C2=C(N(C=N2)C/C(=C/CN)/F)C1)C1=C(C=CC(=C1)S(NC1CC1)(=O)=O)OC